ClC1=CC=C2C(=NC(N(C2=C1)C=1C=C(OCC(=O)NC2=CC(=CC=C2)N2C(C=CC=C2)=O)C=CC1)=O)N(C)C 2-(3-(7-chloro-4-(dimethylamino)-2-oxoquinazolin-1(2H)-yl)phenoxy)-N-(3-(2-oxopyridin-1(2H)-yl)phenyl)acetamide